(R)-(5-Bromo-pyridin-3-yl)-(4-isopropyl-phenyl)-(3-methyl-azetidin-3-yl)-methanol, dihydrochloride salt Cl.Cl.BrC=1C=C(C=NC1)[C@](O)(C1(CNC1)C)C1=CC=C(C=C1)C(C)C